Isobutylpropanoat C(C(C)C)OC(CC)=O